BrC1=CC=C2C=CN(C2=C1)C(=O)C1=CC=C(C=C1)C1=NOC(C1)(C(F)(F)F)C1=CC(=CC(=C1)Cl)Cl (6-bromo-1H-indol-1-yl)(4-(5-(3,5-dichlorophenyl)-5-(trifluoromethyl)-4,5-dihydroisoxazol-3-yl)phenyl)methanone